Bis(2-ethylbutyl) 9,9'-((4-(2-(4-(2-((3-(bis(7-(2-ethylbutoxy)-2-hydroxy-7-oxoheptyl)amino)propyl)disulfaneyl)ethyl)piperazin-1-yl)ethoxy)-4-oxobutyl)azanediyl)-bis(8-hydroxynonanoate) C(C)C(COC(CCCCC(CN(CCCSSCCN1CCN(CC1)CCOC(CCCN(CC(CCCCCCC(=O)OCC(CC)CC)O)CC(CCCCCCC(=O)OCC(CC)CC)O)=O)CC(CCCCC(OCC(CC)CC)=O)O)O)=O)CC